(S)-5-(((benzyloxy)carbonyl)amino)-6-ethoxy-6-oxohexanoic acid C(C1=CC=CC=C1)OC(=O)N[C@@H](CCCC(=O)O)C(=O)OCC